N4-phenyl-[1,1'-biphenyl]-2,4-diamine C1(=CC=CC=C1)NC=1C=C(C(=CC1)C1=CC=CC=C1)N